C1=C(C=CC2=CC=CC=C12)C=1N=C2SC=CN2C1CNCC(C)C1=CC=CC=C1 N-((6-(naphthalen-2-yl)imidazo[2,1-b]thiazol-5-yl)methyl)-2-phenylpropan-1-amine